tert-butyl 4-(2-nitropyridin-4-yl)-1,4-diazepane-1-carboxylate [N+](=O)([O-])C1=NC=CC(=C1)N1CCN(CCC1)C(=O)OC(C)(C)C